(pyridin-2-ylsulfonyl)-1H-pyrrol N1=C(C=CC=C1)S(=O)(=O)N1C=CC=C1